((1s,4s,7r)-7-(3,5-dimethylphenyl)-1-methyl-2-azaspiro[3.5]non-2-yl)((1s,3r)-3-hydroxy-3-methylcyclobutyl)methanone CC=1C=C(C=C(C1)C)C1CCC2(CN([C@H]2C)C(=O)C2CC(C2)(C)O)CC1